N-(4-(4-(2-methoxyphenyl)piperazin-1-yl)butyl)-5,6,7,8-tetrahydrobenzo[4,5]thieno[2,3-d]pyrimidin-4-amine COC1=C(C=CC=C1)N1CCN(CC1)CCCCNC=1C2=C(N=CN1)SC1=C2CCCC1